(1R,2R,4S)-2-((tert-Butoxycarbonyl)amino)-7-azabicyclo[2.2.1]heptane-7-carboxylic acid benzyl ester C(C1=CC=CC=C1)OC(=O)N1[C@H]2[C@@H](C[C@@H]1CC2)NC(=O)OC(C)(C)C